[1,5-bis[[tert-butyl(dimethyl)silyl]oxymethyl]-8-oxabicyclo[3.2.1]octa-2,6-dien-3-yl]trifluoromethanesulfonate [Si](C)(C)(C(C)(C)C)OCC12C=C(CC(C=C1)(O2)CO[Si](C)(C)C(C)(C)C)OS(=O)(=O)C(F)(F)F